(2-bromo-6-methoxybenzo[d]thiazol-5-yl)methanol BrC=1SC2=C(N1)C=C(C(=C2)OC)CO